(5RS,7RS)-5-{[(3S)-3-Fluoropyrrolidin-1-yl]carbonyl}-2-{[3-fluoro-2-(trifluoromethyl)pyridin-4-yl]methyl}-7-(trifluoromethyl)-5,6,7,8-tetrahydro[1,2,4]triazolo[4,3-a]pyridin-3(2H)-one F[C@@H]1CN(CC1)C(=O)[C@H]1C[C@H](CC=2N1C(N(N2)CC2=C(C(=NC=C2)C(F)(F)F)F)=O)C(F)(F)F |&1:8,10|